BrC1=CC=CC(=N1)C(CCCCCCCNC(OC(C)(C)C)=O)=O tert-butyl (8-(6-bromopyridin-2-yl)-8-oxooctyl)carbamate